3-methyl-1,2,5-oxadiazole 2-oxide CC1=[N+](ON=C1)[O-]